Tert-butyl (2-((2-methoxyphenyl)amino)-6-(phenylcarbamoyl)pyridin-4-yl)carbamate COC1=C(C=CC=C1)NC1=NC(=CC(=C1)NC(OC(C)(C)C)=O)C(NC1=CC=CC=C1)=O